C(C1=CC=CC=C1)C1=C(C2=C(N(C(N(C2=O)C)=O)C)N(C1=O)C)NCCN(C)C 6-benzyl-5-{[2-(dimethylamino)ethyl]amino}-1,3,8-trimethylpyrido[2,3-d]pyrimidine-2,4,7(1h,3h,8h)-trione